tert-Butyl (2-(bis(2-aminoethyl)amino)ethyl)carbamate NCCN(CCNC(OC(C)(C)C)=O)CCN